tert-butyl 4,4-difluoro-2,8-diazaspiro[4.5]decane-2-carboxylate FC1(CN(CC12CCNCC2)C(=O)OC(C)(C)C)F